(R)-2-chloro-6,7-dimethoxy-N-(1-(3-((6-methylpyridin-3-yl)amino)phenyl)ethyl)quinazoline-4-amine ClC1=NC2=CC(=C(C=C2C(=N1)N[C@H](C)C1=CC(=CC=C1)NC=1C=NC(=CC1)C)OC)OC